vinyl-2-(hydroxymethyl)imidazole C(=C)C=1N=C(NC1)CO